3-((2-azaspiro[3.3]heptan-2-yl)sulfonyl)-5'-methyl-4-pentyl-2'-(prop-1-en-2-yl)-1',2',3',4'-tetrahydro-[1,1'-biphenyl]-2,6-diol C1N(CC12CCC2)S(=O)(=O)C2=C(C(=C(C=C2CCCCC)O)C2C(CCC(=C2)C)C(=C)C)O